OCCOCCOCCOCCOCC#CC1=C2CN(C(C2=CC=C1)=O)C1C(NC(CC1)=O)=O 3-(4-(1-hydroxy-3,6,9,12-Tetraoxapentadec-14-yn-15-yl)-1-oxoisoindolin-2-yl)piperidine-2,6-dione